C1(CC1)N1N=CC(=C1)C1C=C(CCO1)C=1C=C2C(N(C(=NC2=C(C1)C1=C(C=C(C=C1)C(F)(F)F)F)C)C)=O 6-(6-(1-cyclopropyl-1H-pyrazol-4-yl)-3,6-dihydro-2H-pyran-4-yl)-8-(2-fluoro-4-(trifluoromethyl)phenyl)-2,3-dimethylquinazolin-4(3H)-one